triphenoxyaluminum O(C1=CC=CC=C1)[Al](OC1=CC=CC=C1)OC1=CC=CC=C1